tert-butyl 3-cyano-6,7-dihydrothieno[3,2-c]pyridine-5(4H)-carboxylate C(#N)C1=CSC2=C1CN(CC2)C(=O)OC(C)(C)C